C(C)OC(=O)C1(CC1)N Aminocyclopropanecarboxylic acid ethyl ester